C(C)(C)(C)OC(=O)N1C2(CC2)C[C@@H](C1)C1=CC(N(C=C1)C)=O (R)-6-(1-methyl-2-oxo-1,2-dihydropyridin-4-yl)-4-azaspiro[2.4]heptane-4-carboxylic acid tert-butyl ester